iodine (N-methylphthalimide) CN1C(C=2C(C1=O)=CC=CC2)=O.[I]